C(C)(C)(C)OC(=O)N1C(CC(CC1)CC(=O)O)C(F)(F)F 2-(1-(tert-butoxycarbonyl)-2-(trifluoromethyl)piperidin-4-yl)acetic acid